[Si](C)(C)(C(C)(C)C)O[C@H]1C[C@@H](O[C@@H]1CO)N1C=2N=C(NC(C2N=C1)=O)NC(C1=CC=CC=C1)=O N-(9-((2R,4S,5R)-4-((tert-butyldimethylsilyl)oxy)-5-(hydroxymethyl)tetrahydrofuran-2-yl)-6-oxo-6,9-dihydro-1H-purin-2-yl)benzamide